C(C)(C)(C)[Si](C)(C)OCC12C(C(CC(C(C1[2H])[2H])(O2)CO[Si](C)(C)C(C)(C)C)(O[2H])[2H])[2H] tert-butyl-[[5-[[tert-butyl(dimethyl)silyl]oxymethyl]-2,3,6,7-tetradeuterio-3-deuteriooxy-8-oxabicyclo[3.2.1]octan-1-yl]methoxy]-dimethyl-silane